N[N+]1=CC(=C(C=C1)NC(=O)OC(C)(C)C)F 1-amino-4-((tert-butoxycarbonyl)amino)-3-fluoropyridin-1-ium